ClC1=NN(C2=NC(=NC=C21)Cl)CCCOC2=NN(C(=C2[N+](=O)[O-])CC)C2CCC(CC2)OC 3,6-dichloro-1-(3-((5-ethyl-1-((1r,4r)-4-methoxycyclohexyl)-4-nitro-1H-pyrazol-3-yl)oxy)propyl)-1H-pyrazolo[3,4-d]pyrimidine